(R)-1-(2-ethynylthiazol-4-yl)-3-(2-hydroxy-1-(6-(pyrrolidin-1-yl)-[2,3'-bipyridyl]-6'-yl)ethyl)urea C(#C)C=1SC=C(N1)NC(=O)N[C@@H](CO)C1=CC=C(C=N1)C1=NC(=CC=C1)N1CCCC1